C(CCCCCCCCCC)N1C(CCCC1)=O 1-N-undecyl-2-piperidone